C(C)(=O)O[Si](OCCCC)(OCCCC)OC(C)=O diacetyloxy-dibutoxy-silane